OCC1CN(CC(N1)C=1C(=C2COC(C2=CC1)=O)C)CC=1C=NN(C1)C1=NC=C(C#N)C(=C1)C 6-(4-((3-(hydroxymethyl)-5-(4-methyl-1-oxo-1,3-dihydroisobenzofuran-5-yl)piperazin-1-yl)methyl)-1H-pyrazol-1-yl)-4-methylnicotinonitrile